C(=O)CC1=C(C=CC=C1)NC(C)=O N-(2-(FORMYLMETHYL)PHENYL)ACETAMIDE